C(C1=CC=CC=C1)[C@](CC(F)(F)F)(C)N1CC(=CC2=CC=CC(=C12)F)C=O N-[(1S)-1-benzyl-3,3,3-trifluoro-1-methyl-propyl]-8-fluoro-quinoline-3-carbaldehyde